BrC=1C=C2C(N(C(C2=CC1)=O)CC1=CC=C(C=C1)OC)=O 5-bromo-2-(4-methoxybenzyl)isoindoline-1,3-dione